ClC(I)Br monochloro-monobromo-iodomethane